NC(CNC(OC(C)(C)C)=O)C1=CC(=C(C=C1)F)F tert-butyl (2-amino-2-(3,4-difluorophenyl)ethyl)carbamate